1-(3-(azetidin-3-yl)pyridin-4-yl)-3-methylimidazolidin-2-one N1CC(C1)C=1C=NC=CC1N1C(N(CC1)C)=O